6-chlorotryptamine ClC=1C=C2NC=C(CCN)C2=CC1